1-(1,6-Dimethyl-1H-pyrazolo[3,4-d]pyrimidin-4-yl)-N-(3-(4-fluorophenyl)propyl)piperidin-4-amine CN1N=CC=2C1=NC(=NC2N2CCC(CC2)NCCCC2=CC=C(C=C2)F)C